(9,9-dimethyl-9H-fluoren-2-yl)boric acid CC1(C2=CC=CC=C2C=2C=CC(=CC12)OB(O)O)C